1-(4-((4-(3-chloro-4-(2-chloro-3-(5-((4-hydroxypiperidin-1-yl)methyl)-6-methoxypyridin-2-yl)phenyl)pyridin-2-yl)-2-methoxybenzyl)amino)piperidin-1-yl)ethan-1-one ClC=1C(=NC=CC1C1=C(C(=CC=C1)C1=NC(=C(C=C1)CN1CCC(CC1)O)OC)Cl)C1=CC(=C(CNC2CCN(CC2)C(C)=O)C=C1)OC